FC(C1=C(C=C(C=N1)C1=NC(C(C2=CC=CC=C12)(F)F)(C)C)C)F 1-[6-(difluoromethyl)-5-methyl-3-pyridinyl]-4,4-difluoro-3,3-dimethyl-isoquinoline